2,2-bis[3-(3,4-diCarboxyphenoxy)phenyl]propane C(=O)(O)C=1C=C(OC=2C=C(C=CC2)C(C)(C)C2=CC(=CC=C2)OC2=CC(=C(C=C2)C(=O)O)C(=O)O)C=CC1C(=O)O